2,6-difluoro-[1,1'-biphenyl]-4-amine FC1=C(C(=CC(=C1)N)F)C1=CC=CC=C1